(9H-fluoren-9-yl)methyl (S)-3-(((S)-4-(4-acetoxypiperidin-1-yl)-1-((3,4-dichloro-2-fluorophenyl)amino)-1-oxobutan-2-yl)carbamoyl)-3,4-dihydroisoquinoline-2(1H)-carboxylate C(C)(=O)OC1CCN(CC1)CC[C@@H](C(=O)NC1=C(C(=C(C=C1)Cl)Cl)F)NC(=O)[C@H]1N(CC2=CC=CC=C2C1)C(=O)OCC1C2=CC=CC=C2C=2C=CC=CC12